10,11-Dimethoxy-6,7,14,14a-tetrahydro-1H-isoquinolino[3,2-a]oxazolo[5,4-h]isoquinoline-2(9H)-one COC1=C(C=CC=2CC3N(CCC=4C=CC5=C(C34)NC(O5)=O)CC12)OC